Trisilicon tetranitride N12[Si]34N5[Si]16N3[Si]25N46